NC[C@H]1CN(CC1)C(=O)N(C)C (3S)-3-(aminomethyl)-N,N-dimethylpyrrolidine-1-carboxamide